2-chloro-5-(4-chlorophenyl)-3-methyl-6-(pyridin-4-yl)pyrimidin-4(3H)-one ClC1=NC(=C(C(N1C)=O)C1=CC=C(C=C1)Cl)C1=CC=NC=C1